tert-Butyl 3-(4-(4-(3-ethoxy-3-oxopropanoyl)cyclohexyl)-1H-pyrazol-1-yl)cyclobutanecarboxylate C(C)OC(CC(=O)C1CCC(CC1)C=1C=NN(C1)C1CC(C1)C(=O)OC(C)(C)C)=O